4-(4-(tert-butyl)phenyl)-N-(4-hydroxyphenyl)butanamide C(C)(C)(C)C1=CC=C(C=C1)CCCC(=O)NC1=CC=C(C=C1)O